(R)-5-chloro-2-(6-((1-methylpiperidin-3-yl)amino)-4-(trifluoromethyl)pyridazin-3-yl)phenol ClC=1C=CC(=C(C1)O)C=1N=NC(=CC1C(F)(F)F)N[C@H]1CN(CCC1)C